2-Benzyl-benzoic acid C(C1=CC=CC=C1)C1=C(C(=O)O)C=CC=C1